O=C1CCOC2=CC(=CC=C12)O[C@H](C1=CC=C(C#N)C=C1)C1=C(C=NC=C1)C(F)(F)F (R,S)-4-(((4-Oxochroman-7-yl)oxy)(3-(trifluoromethyl)pyridin-4-yl)methyl)benzonitrile